C(C)(C)(C)CCOCCOCCOCCOCCOCCOS(=O)(=O)C1=CC=C(C)C=C1 tert-butyl-17-(tosyloxy)-3,6,9,12,15-pentaoxaheptadecane